6-(3-methylbenzoyl)-9-(2',3',5'-tri-O-acetyl-beta-D-ribofuranosyl)purine CC=1C=C(C(=O)C2=C3N=CN(C3=NC=N2)[C@H]2[C@H](OC(C)=O)[C@H](OC(C)=O)[C@H](O2)COC(C)=O)C=CC1